4-[(6E)-6-(hydroxyimino)-5,6,7,8-tetrahydronaphthalen-2-yl]-3-methylphenol O\N=C/1\CC=2C=CC(=CC2CC1)C1=C(C=C(C=C1)O)C